CNC(C1=CC(=CC=C1)S(=O)(=O)C)=O N-methyl-3-(methylsulfonyl)benzamide